5-[(5S)-3-Bromo-4,5-dihydroisoxazol-5-yl]-2-methoxy-N-[3-(trifluoromethyl)phenyl]aniline BrC1=NO[C@@H](C1)C=1C=CC(=C(NC2=CC(=CC=C2)C(F)(F)F)C1)OC